4-(3-cyano-4-hydroxypyrrolidin-1-yl)-3-(1H-indol-2-yl)-N,N-dimethylbenzenesulfonamide C(#N)C1CN(CC1O)C1=C(C=C(C=C1)S(=O)(=O)N(C)C)C=1NC2=CC=CC=C2C1